CC(C)(C)NC[C@@H](CO)O S-(-)-3-tert-butylamino-1,2-propanediol